Benzyl 4-[[1-(2-benzyloxyphenyl)azetidin-3-yl]methyl]piperidine-1-carboxylate C(C1=CC=CC=C1)OC1=C(C=CC=C1)N1CC(C1)CC1CCN(CC1)C(=O)OCC1=CC=CC=C1